8-[(3R,5S)-4-(2-cyanoethyl)-3,5-dimethyl-piperazin-1-yl]-N-(8-fluoro-2-methyl-imidazo[1,2-a]pyridin-6-yl)quinoxaline-5-carboxamide C(#N)CCN1[C@@H](CN(C[C@@H]1C)C1=CC=C(C=2N=CC=NC12)C(=O)NC=1C=C(C=2N(C1)C=C(N2)C)F)C